(((2r,5s)-1-(bis(4-fluorophenyl) methyl)-4-(6-cyano-1-methyl-2-oxo-1,2-dihydro-1,5-naphthyridin-4-yl)-5-methylpiperazin-2-yl) methyl) carbamate C(N)(OC[C@@H]1N(C[C@@H](N(C1)C1=CC(N(C2=CC=C(N=C12)C#N)C)=O)C)C(C1=CC=C(C=C1)F)C1=CC=C(C=C1)F)=O